8'-Bromo-3'-methyl-1-phenylspiro[azetidine-3,1'-pyrrolo[2,3-c]quinolin]-2'(3'H)-one BrC1=CC=2C3=C(C=NC2C=C1)N(C(C31CN(C1)C1=CC=CC=C1)=O)C